2,2,4-trimethyladipic acid CC(C(=O)O)(CC(CC(=O)O)C)C